C(C)(=O)C1=NN(C2=CC=C(C=C12)C=1C=NC(=NC1)C)CC(=O)N1[C@@H]2C[C@@]2(C[C@H]1C(=O)N[C@H](C)CC(C)(C)C)C (1R,3S,5R)-2-(2-(3-acetyl-5-(2-methylpyrimidin-5-yl)-1H-indazol-1-yl)acetyl)-N-((R)-4,4-dimethylpentan-2-yl)-5-methyl-2-azabicyclo[3.1.0]hexane-3-carboxamide